C(C)(C)(C)OC(NC1=NC=C(C=C1)C=1C=2N(C=C(C1)C=1C=NN(C1)C1CCOCC1)N=CC2C#N)=O (5-(3-cyano-6-(1-(tetrahydro-2H-pyran-4-yl)-1H-pyrazol-4-yl)-pyrazolo[1,5-a]pyridin-4-yl)pyridin-2-yl)carbamic acid tert-butyl ester